OC1=C(C=C(C=C1C)C(C)(C)C)N1N=C2C(=N1)C=CC=C2 2-(2-hydroxy-3-methyl-5-t-butylphenyl)benzotriazole